2-[[2-[4-[2-[[carboxy-[(3R)-quinuclidin-3-yl]methyl]amino]-2-oxo-ethyl]phenyl]acetyl]amino]-2-[(3R)-quinuclidin-3-yl]acetic acid C(=O)(O)C([C@H]1CN2CCC1CC2)NC(CC2=CC=C(C=C2)CC(=O)NC(C(=O)O)[C@H]2CN1CCC2CC1)=O